FC(C1=NN2C(N=C(C=C2NC[C@](CO)(C2=CC=C(C=C2)F)[C@@H]2CN(CC2)C(=O)N)C(F)(F)F)=C1)(F)F |o1:12,22| (R*)-3-((R*)-1-((2,5-bis(trifluoromethyl)pyrazolo[1,5-a]pyrimidin-7-yl)amino)-2-(4-fluorophenyl)-3-hydroxypropan-2-yl)pyrrolidine-1-carboxamide